2,3-dihydroxybutyraldehyde OC(C=O)C(C)O